4-(3-((2-(6-ethylpyridin-3-yl)-8-methoxychroman-6-yl)methyl)-3H-imidazo[4,5-b]pyridin-6-yl)morpholine C(C)C1=CC=C(C=N1)C1OC2=C(C=C(C=C2CC1)CN1C=NC=2C1=NC=C(C2)N2CCOCC2)OC